5-hydroxy-2,3,4,6-tetrahydro-1H-pyrido[2,1-f][1,2,4]triazine-4,6-dione OC=1C(C=CN2NCNC(C21)=O)=O